3-(1-methyl-6-(trifluoromethyl)-1H-indazol-4-yl)-1H-1,2,4-triazole CN1N=CC2=C(C=C(C=C12)C(F)(F)F)C1=NNC=N1